C(C)OC1=C(C=CC(=N1)[C@@H](CS(=O)(=O)C)N1C(N(C2=C1C=CC(=C2)C2=C(C=CC=C2)CC)C)=O)OC (S)-1-(1-(6-ethoxy-5-methoxypyridin-2-yl)-2-(methylsulfonyl)ethyl)-5-(2-ethylphenyl)-3-methyl-1H-benzo[d]imidazol-2(3H)-one